FC=1C(=C(N2N=C(N=CC21)N[C@H]2[C@@H](COCC2)O)CCC)C#N 5-fluoro-2-(((3s,4R)-3-hydroxytetrahydro-2H-pyran-4-yl)amino)-7-propylpyrrolo[2,1-f][1,2,4]triazine-6-carbonitrile